O[Cr](=O)(=O)[O-] The molecule is a monovalent inorganic anion obtained by deprotonation of one of the two OH groups in chromic acid. It is a chromium oxoanion and a monovalent inorganic anion. It is a conjugate base of a chromic acid. It is a conjugate acid of a chromate(2-).